6-(6-amino-2-fluoro-5-(1-oxo-1,2,3,4-tetrahydroisoquinolin-6-yl)pyridin-3-yl)spiro[chromane-2,4'-piperidin]-4-one 2,2,2-trifluoroacetate FC(C(=O)O)(F)F.NC1=C(C=C(C(=N1)F)C=1C=C2C(CC3(CCNCC3)OC2=CC1)=O)C=1C=C2CCNC(C2=CC1)=O